FC1=CC(=C(C=C1C)N1C(SCC1=O)=N)C(C)C 3-(4-fluoro-2-isopropyl-5-methylphenyl)-2-iminothiazolidin-4-one